COC1=CC=C(C=C1)C(C#CC1=CC=CC=C1)=O 1-(4-methoxyphenyl)-3-phenylpropan-2-yn-1-one